9,10-difluorospiro[[1,4]oxazino[2,3,4-ij]quinolin-2,1'-cyclobutan]-7(3H)-one FC=1C=C2C(C=CN3C2=C(C1F)OC1(CCC1)C3)=O